(3S)-3-[3-fluoro-4-(2-methoxy-2-oxoethyl)phenoxy]pyrrolidine-1-carboxylic acid tert-butyl ester C(C)(C)(C)OC(=O)N1C[C@H](CC1)OC1=CC(=C(C=C1)CC(=O)OC)F